N,N'-hexamethylenebisacrylamide C(C=C)(=O)NCCCCCCNC(C=C)=O